tert-butyl N-[(1S)-1-[[(1S)-5,5,5-trifluoro-1-[hydroxy(thiazol-2-yl)methyl]pentyl]carbamoyl]-4-triisopropylsilyloxy-pentyl]carbamate FC(CCC[C@@H](C(C=1SC=CN1)O)NC(=O)[C@H](CCC(C)O[Si](C(C)C)(C(C)C)C(C)C)NC(OC(C)(C)C)=O)(F)F